C1(CC1)NC=1C=C2C(=CC=NC2=CC1OC)OC1=C(C=C(C=C1F)NC(C1=CN=CC=C1OC)=O)F N-(4-((6-(cyclopropylamino)-7-methoxyquinolin-4-yl)oxy)-3,5-difluorophenyl)-4-methoxynicotinamide